FC1(CCC(CC1)NC(C1=CC(=NC=C1)N1C=NC=C1)=O)F N-(4,4-difluorocyclohexyl)-2-(1H-imidazol-1-yl)isonicotinamide